monopotassium 3,4-dihydroxybenzoate OC=1C=C(C(=O)[O-])C=CC1O.[K+]